N-tert-butoxycarbonyl-4-trifluoromethylpiperidin C(C)(C)(C)OC(=O)N1CCC(CC1)C(F)(F)F